1-carboxy-3-oxo-3-phenylpropan-1-aminium chloride [Cl-].C(=O)(O)C(CC(C1=CC=CC=C1)=O)[NH3+]